4-((5,7-difluorochroman-4-yl)oxy)-6-(dimethylcarbamoyl)-2-methyl-1H-benzo[d]imidazole FC1=C2C(CCOC2=CC(=C1)F)OC1=CC(=CC=2NC(=NC21)C)C(N(C)C)=O